C(=O)(OC(C)(C)C)N[C@H]1CC(=O)OC1=O Boc-aspartic anhydride